5,10,15,20-tetrakis(4-aminophenyl)porphyrin tert-butyl-(S)-4-(2-(4-(4-chlorophenyl)-2,3,9-trimethyl-6H-thieno[3,2-f][1,2,4]triazolo[4,3-a][1,4]diazepin-6-yl)acetoxy)butanoate C(C)(C)(C)[C@@H](C(=O)O)CCOC(CC1C=2N(C3=C(C(=N1)C1=CC=C(C=C1)Cl)C(=C(S3)C)C)C(=NN2)C)=O.NC2=CC=C(C=C2)C=2C3=CC=C(N3)C(=C3C=CC(C(=C1C=CC(=C(C=4C=CC2N4)C4=CC=C(C=C4)N)N1)C1=CC=C(C=C1)N)=N3)C3=CC=C(C=C3)N